C[Si](OC)(OC)C dimethyldimethoxysilane